COC=1C=C2C=CN=C(C2=CC1OC)NC1=CC=C(C=C1)OC 6,7-dimethoxy-N-(4-methoxyphenyl)isoquinolin-1-amine